((2S,4S,5R)-4-azido-5-((trimethylsilyl)oxy)tetrahydro-2H-pyran-2-yl)((S)-1-(4-fluorophenyl)-3,4-dihydroisoquinolin-2(1H)-yl)methanone N(=[N+]=[N-])[C@H]1C[C@H](OC[C@@H]1O[Si](C)(C)C)C(=O)N1[C@H](C2=CC=CC=C2CC1)C1=CC=C(C=C1)F